CN(CCC1=CNC2=CC=CC(=C12)CCC(=O)N)C ((3-(2-(dimethylamino)ethyl)-1H-indol-4-yl)methyl)acetamide